NC1=C2C(N(C(C2=CC=C1)=O)[C@H](CS(=O)(=O)C)C1=CC(=C(C=C1)OC)OCC)=O (S)-4-amino-2-(1-(3-ethoxy-4-methoxyphenyl)-2-(methylsulfonyl)-ethyl)isoindoline-1,3-dione